OCCOC(=O)C1C2C=CC(C1)C2 5-Norbornene-2-carboxylic acid 2-hydroxyethyl ester